7-methoxy-N-(5-(methylcarbamoyl)-2-(3-(methylcarbamoyl)pyrrolidin-1-yl)pyrimidin-4-yl)-1H-indazole-3-carboxamide COC=1C=CC=C2C(=NNC12)C(=O)NC1=NC(=NC=C1C(NC)=O)N1CC(CC1)C(NC)=O